N-{5-[2-(dimethylamino)ethyl]-1-{[2-(trimethylsilyl)ethoxy]methyl}imidazol-2-yl}-4-phenylpyrimidin-2-amine CN(CCC1=CN=C(N1COCC[Si](C)(C)C)NC1=NC=CC(=N1)C1=CC=CC=C1)C